NC=1C(=NC(=CC1)OC)NC 3-amino-6-methoxy-2-(methylamino)pyridine